C1(=CC=CC=C1)C(P(O)=O)C1=CC=CC=C1 diphenyl-(methylphosphinic acid)